tert-butyl (2R,4R)-4-((6-((1-(tert-butyl)-5-methyl-1H-pyrazol-3-yl) amino)-5-fluoro-4-methylpyridin-2-yl) methyl)-2-methylpiperidine-4-carboxylate C(C)(C)(C)N1N=C(C=C1C)NC1=C(C(=CC(=N1)C[C@@]1(C[C@H](NCC1)C)C(=O)OC(C)(C)C)C)F